(S)-2-((S)-8-fluoroisochroman-1-yl)pyrrolidine FC=1C=CC=C2CCO[C@@H](C12)[C@H]1NCCC1